(S)-6-((3,5-difluoro-4-((1-propyl-1H-pyrazol-4-yl)oxy)benzyl)oxy)-10,10a-dihydro-1H-oxazolo[3',4':3,4]imidazo[1,2-c]pyrimidin-8(3H)-one FC=1C=C(COC=2C=C3N(C(N2)=O)C[C@@H]2N3COC2)C=C(C1OC=1C=NN(C1)CCC)F